C12CC(CC(CC1)N2)C2=CNC1=NC=CC=C12 3-(8-azabicyclo[3.2.1]octan-3-yl)-1H-pyrrolo[2,3-b]pyridine